Ethyl 1-methyl-7-oxo-6-((1-(((1r,3r)-3-((triisopropylsilyl)oxy)cyclobutyl)sulfonyl)cyclopropyl)methyl)-4,5,6,7-tetrahydro-1H-pyrazolo[3,4-c]pyridine-3-carboxylate CN1N=C(C2=C1C(N(CC2)CC2(CC2)S(=O)(=O)C2CC(C2)O[Si](C(C)C)(C(C)C)C(C)C)=O)C(=O)OCC